C(C)(C)(C)OC(=O)N1[C@@H](C[C@H](C1)OC)C(C)=O (2S,4R)-2-acetyl-4-methoxypyrrolidine-1-carboxylic acid tert-butyl ester